C1(=CC=CC2=CC=CC=C12)N1CC2=CC=CC=C2CC1 2-(naphthalen-1-yl)-3,4-dihydroisoquinolin